N,N-dimethyl-capramide CN(C(=O)CCCCCCCCC)C